FC1(CCN(CC1)C(=O)C1=CC2=C(C(=CS2)C=2C=C3C(=NC2)C(N(C3)C)=O)C=C1)F 3-[6-(4,4-difluoropiperidine-1-carbonyl)benzothiophen-3-yl]-6-methyl-5H-pyrrolo[3,4-b]pyridin-7-one